[Si].[Al].[Mn].[Ni] nickel-manganese-aluminum-silicon